C1(CC1)C1=NN(C=C1C(=O)NC1=CC(=C(C(=O)OC)C=C1)OC(F)F)C(C)C methyl 4-{[3-cyclopropyl-1-(propan-2-yl)-1H-pyrazole-4-carbonyl]amino}-2-(difluoromethoxy)benzoate